6-(Cyclopropylmethoxy)-2,3-difluorobenzaldehyde C1(CC1)COC1=CC=C(C(=C1C=O)F)F